C(CCCCCCCCCCCCCCCCCCC)OC1CC(N(C(C1)(C)C)O)(C)C 4-icosyloxy-2,2,6,6-tetramethylpiperidin-1-ol